FC1=CC=C(C=C1)C1=CC(=CC=C1)N 4'-fluorobiphenyl-3-amine